ClC1=C(C=C(C(=C1)[N+](=O)[O-])Cl)N1CCN(CC1)C(=O)OC(C)(C)C tert-butyl 4-(2,5-dichloro-4-nitrophenyl)piperazine-1-carboxylate